(4-cyclopropyloxy-3-(trifluoromethyl)phenyl)methanol C1(CC1)OC1=C(C=C(C=C1)CO)C(F)(F)F